tert-butyl 4-(3-(2,4-dioxotetrahydropyrimidin-1(2H)-yl)-1-methyl-1H-indazol-6-yl)-piperidine-1-carboxylate O=C1N(CCC(N1)=O)C1=NN(C2=CC(=CC=C12)C1CCN(CC1)C(=O)OC(C)(C)C)C